rac-6,6-difluoro-5-(4-methoxyphenyl)-3-[6-methyl-3-[3-(trifluoromethyl)phenoxy]pyridazin-4-yl]-4,5-dihydro-1,2,4-oxadiazine FC1([C@H](NC(=NO1)C1=C(N=NC(=C1)C)OC1=CC(=CC=C1)C(F)(F)F)C1=CC=C(C=C1)OC)F |r|